t-butylperoxy-2-ethylhexanoic acid C(C)(C)(C)OOC(C(=O)O)(CCCC)CC